N-methyl-1-[6-[3-(6-methyl-2-pyridyl)-1H-pyrazol-4-yl]-3-(1H-pyrazol-4-yl)-4-quinolyl]methanamine CNCC1=C(C=NC2=CC=C(C=C12)C=1C(=NNC1)C1=NC(=CC=C1)C)C=1C=NNC1